2H-Chromene-4-carbonitrile O1CC=C(C2=CC=CC=C12)C#N